6,7-dimethoxyquinazolin COC=1C=C2C=NC=NC2=CC1OC